methyl 4-(((3R,4R)-1-(2-cyanoacetyl)-4-methylpiperidin-3-yl) amino)-1H-pyrrolo[2,3-b]pyridine-5-carboxylate C(#N)CC(=O)N1C[C@@H]([C@@H](CC1)C)NC1=C2C(=NC=C1C(=O)OC)NC=C2